1-(2,6-bis(methoxymethoxy)phenyl)ethan-1-one COCOC1=C(C(=CC=C1)OCOC)C(C)=O